C[C@@H](C(=O)O)N L-(+)-alanine